methyl (S)-2-((2-(4-(benzylthio)-2,6-difluorophenyl)-7-chloroimidazo[1,2-a]pyridin-3-yl)methyl)morpholine-4-carboxylate C(C1=CC=CC=C1)SC1=CC(=C(C(=C1)F)C=1N=C2N(C=CC(=C2)Cl)C1C[C@H]1CN(CCO1)C(=O)OC)F